tert-butyl 4-(1-(tert-butoxycarbonyl)pyrrolidin-3-yl)-1-methyl-1H-imidazole-5-carboxylate C(C)(C)(C)OC(=O)N1CC(CC1)C=1N=CN(C1C(=O)OC(C)(C)C)C